[Zn].[Co].[Zn] zinc-cobalt zinc